N1([C@H](C=CC1)C(=O)OC)C(=O)OC(C)(C)C 1-(tert-butyl) 2-methyl (R)-2,5-dihydro-1H-pyrrole-1,2-dicarboxylate